4-{([3-(methylamino)azetidin-1-yl]carbonyl)phenyl}-5H-pyrimido[5,4-d][2]benzazepin-2-amine CNC1CN(C1)C(=O)C1=C(C=CC=C1)C1=NC(=NC2=C1CN=CC1=C2C=CC=C1)N